C(C)(=O)NC(C)(C)C1=CC(=C(C(=C1)F)C=1C=C(SC1)B(O)O)F (4-(4-(2-Acetamidopropan-2-yl)-2,6-difluorophenyl)thiophen-2-yl)boronic acid